6-methyl-N-[4-(methylsulfonyl)benzyl]-2-oxo-5-pyrimidin-2-yl-1-[3-(trifluoro-methyl)phenyl]-1,2-dihydropyridine-3-carboxamide CC1=C(C=C(C(N1C1=CC(=CC=C1)C(F)(F)F)=O)C(=O)NCC1=CC=C(C=C1)S(=O)(=O)C)C1=NC=CC=N1